FC1(CCC(CC1)NC1=NC(=CC(=N1)N1N=C(C=C1C)C)C)F N-(4,4-difluorocyclohexyl)-4-(3,5-dimethyl-1H-pyrazol-1-yl)-6-methylpyrimidin-2-amine